2-amino-3-isopropylamino-6,7-dihydro-1H,5H-pyrazolo-[1,2-a]pyrazol-1-one NC1=C(N2N(CCC2)C1=O)NC(C)C